[Br-].[NH+]1=CSC2=C1C1=CC=CC=C1C=C2 naphtho[1,2-d]thiazolium bromide